1-(5-bromo-2,3-dihydro-1H-inden-1-yl)-3-(4-methoxyphenyl)imidazolidine-2,4-dione BrC=1C=C2CCC(C2=CC1)N1C(N(C(C1)=O)C1=CC=C(C=C1)OC)=O